N1C(NCC2=CC=CC=C12)=O 3,4-dihydroquinazolin-2-one